(S)-1-(2-chlorophenyl)ethanamine ClC1=C(C=CC=C1)[C@H](C)N